O1C(=NC=C1)C1=CC=C(C=C1)NC1=NC=CC(=N1)N N2-[4-(oxazol-2-yl)phenyl]-2,4-pyrimidinediamine